(1R,8S)-1-amino-8-ethyl-4-fluoro-8-hydroxy-3-methyl-11,14-dihydro-1H-cyclopenta[de]-pyrano[3',4':6,7]indolizino[1,2-b]quinoline-9,12(2H,8H)-dione hydrochloride Cl.N[C@@H]1CC=2C=3C1=C1C(=NC3C=C(C2C)F)C2=CC3=C(C(N2C1)=O)COC([C@]3(O)CC)=O